N=1C=CN2C1C=CC(=C2)C=2C=CN1N=C(N=CC12)NCC1COC1 5-(imidazo[1,2-a]pyridin-6-yl)-N-(oxetan-3-ylmethyl)pyrrolo[2,1-f][1,2,4]triazin-2-amine